O=C1N(C(C=C1)=O)CCOCCC(=O)NC1(COC1)C(=O)O 3-[3-[2-(2,5-dioxopyrrol-1-yl)ethoxy]propanoylamino]oxetane-3-carboxylic acid